ClC1=NC=C(C(=N1)NC=1C(=NC=CC1C)C(C)C)C(=O)O 2-chloro-4-((2-isopropyl-4-methylpyridin-3-yl)amino)pyrimidine-5-carboxylic acid